2-(2-aminopyrimidin-5-yl)-7-methyl-4-morpholinothieno[3,2-d]pyrimidin NC1=NC=C(C=N1)C=1N=C(C2=C(N1)C(=CS2)C)N2CCOCC2